4-(2-(3-isopropyl-1H-pyrazol-1-yl)pyrido[3,2-d]pyrimidin-4-yl)morpholine C(C)(C)C1=NN(C=C1)C=1N=C(C2=C(N1)C=CC=N2)N2CCOCC2